N-[(2S)-1-hydroxypropan-2-yl]-4-[2-methyl-5-[(3S)-3-(2,2,2-trifluoroethyl)pyrrolidine-1-carbonylamino]phenyl]-6-(morpholin-4-yl)pyridine OC[C@H](C)N1CC=C(C=C1N1CCOCC1)C1=C(C=CC(=C1)NC(=O)N1C[C@@H](CC1)CC(F)(F)F)C